6-(2,6-dioxopiperidin-3-yl)-2-(piperazin-1-yl)-5H-pyrrolo[3,4-b]pyridine-5,7(6H)-dione O=C1NC(CCC1N1C(C2=NC(=CC=C2C1=O)N1CCNCC1)=O)=O